O1C(OCC1)C=1C(=C(C=CC1)C(CO)(F)F)F 2-(3-(1,3-dioxolan-2-yl)-2-fluorophenyl)-2,2-difluoroethan-1-ol